tert-butyl 2-(3-(N,N-bis(4-methoxybenzyl)sulfamoyl)-5-(2-hydroxypropan-2-yl)phenyl)acetate COC1=CC=C(CN(S(=O)(=O)C=2C=C(C=C(C2)C(C)(C)O)CC(=O)OC(C)(C)C)CC2=CC=C(C=C2)OC)C=C1